gold sulfite cyanide [C-]#N.S(=O)([O-])[O-].[Au+3]